2-bromo-N-(4-((6-methyl-2-(pyrrolidin-1-yl)pyrimidin-4-yl)amino)phenyl)thiazole-5-carboxamide BrC=1SC(=CN1)C(=O)NC1=CC=C(C=C1)NC1=NC(=NC(=C1)C)N1CCCC1